BrC1=CC=CN2C(=C(C=C12)C#CCN(C(OC(C)(C)C)=O)C=1C=NC(=CC1)P(=O)(C)C)SC(F)(F)F tert-butyl N-(3-{8-bromo-3-[(trifluoromethyl)sulfanyl]indolizin-2-yl}prop-2-yn-1-yl)-N-[6-(dimethylphosphoryl)pyridin-3-yl]carbamate